N-(8-(4-(difluoromethyl)piperidin-1-yl)-3-fluoroimidazo[1,2-a]pyridin-6-yl)-4-iodo-2-(6-Azaspiro[2.5]oct-6-yl)benzamide FC(C1CCN(CC1)C=1C=2N(C=C(C1)NC(C1=C(C=C(C=C1)I)N1CCC3(CC3)CC1)=O)C(=CN2)F)F